N-(2-Methoxy-5-((5-(trifluoromethoxy)pyridin-2-yl)oxy)phenyl)-1-methyl-5-oxopyrrolidine-2-carboxamide COC1=C(C=C(C=C1)OC1=NC=C(C=C1)OC(F)(F)F)NC(=O)C1N(C(CC1)=O)C